ClC1=C2NC(C(=NC2=CC=C1CN1CCN(CC1)C=1C=CC(=NC1)C(=O)NC)C)=O 5-[4-[(5-chloro-2-methyl-3-oxo-4H-quinoxalin-6-yl)methyl]Piperazin-1-yl]-N-methyl-pyridine-2-carboxamide